ClC=1C=CC=NC1N1C[C@H](N[C@H](C1)C)C 5-chloro-6-(cis-3,5-dimethylpiperazin-1-yl)pyridin